(2-Chloro-5-fluorophenyl)(3-{[2-(4-chlorophenyl)-imidazo[1,2-a]pyridin-3-yl]methyl}-3,8-diaza-bicyclo[3.2.1]oct-8-yl)methanone ClC1=C(C=C(C=C1)F)C(=O)N1C2CN(CC1CC2)CC2=C(N=C1N2C=CC=C1)C1=CC=C(C=C1)Cl